(5-(furan-2-yl)-1-methyl-1H-pyrazol-3-yl)methanol rhamnonate O=C([C@H](O)[C@H](O)[C@@H](O)[C@@H](O)C)OCC1=NN(C(=C1)C=1OC=CC1)C